C1(CC1)C1(NC=CC(=N1)NC1=CC(=NO1)C1=CC=C(C=C1)OC)N 2-cyclopropyl-N4-(3-(4-methoxyphenyl)isoxazol-5-yl)pyrimidine-2,4-diamine